3a-(3-boronopropyl)hexahydropyrrolo[3,4-b]pyrrole B(O)(O)CCCC12C(NCC1)CNC2